(1-{2-[2,6-dioxopiperidin-3-yl]-1,3-dioxoisoindol-4-yl}piperidin-4-yl)acetic acid O=C1NC(CCC1N1C(C2=CC=CC(=C2C1=O)N1CCC(CC1)CC(=O)O)=O)=O